O[C@H]1[C@@H](CCCC1)N1C2=C(OCC1)C(=C(N=N2)C2=C(C=1CCCC1C=C2)O)C 5-[8-[(1R,2R)-2-hydroxycyclohexyl]-4-methyl-6,7-dihydropyridazino[4,3-b][1,4]oxazin-3-yl]indan-4-ol